ClC=1C=C(C=NC1)C1=NC(=C2N=CN(C2=N1)[C@H]1[C@@H]([C@@H]([C@H](O1)C(=O)NC([2H])([2H])[2H])O)O)NCCC (2S,3S,4R,5R)-5-(2-(5-chloropyridin-3-yl)-6-(propylamino)-9H-purin-9-yl)-3,4-dihydroxyl-N-(methyl-d3)-tetrahydrofuran-2-carboxamide